C(#N)C=1C=C(C(=NC1OC(COCCC)C)C)N=CN(C)CC N'-[5-cyano-2-methyl-6-(1-methyl-2-propoxy-ethoxy)-3-pyridyl]-N-ethyl-N-methyl-formamidine